ClC=1C=C(C=CC1)OC1=C(C(=O)O[C@@H]1[C@@H](O)CO)O m-chlorophenyl-ascorbate